FC=1C=C(C=CC1)/C=C/CC1=C(C=C(C(=C1)OC)OC)O (E)-3-(3-fluorophenyl)-1-(2-hydroxy-4,5-dimethoxyphenyl)prop-2-ene